C1(CCCCC1)CCC(COC)COC 2-(2-Cyclohexylethyl)-1,3-dimethoxypropane